FC=1C=C(C=CC1)N1N=C(C=C(C1=O)C(=O)NCC(C)(C)O)C=1C=NC(=NC1)C(F)(F)F 2-(3-Fluorophenyl)-N-(2-hydroxy-2-methylpropyl)-3-oxo-6-[2-(trifluoromethyl)pyrimidin-5-yl]-2,3-dihydropyridazine-4-carboxamide